1-[Bis(dimethylamino)methylene]-1H-1,2,3-triazolo[4,5-b]-pyridinium 3-oxide hexafluorophosphate F[P-](F)(F)(F)(F)F.CN(C)C(=[N+]1N=[N+](C2=NC=CC=C21)[O-])N(C)C